C(C(C)C)C1(C=CC=C1)[Zr](N(CC)C)(N(CC)C)N(C)CC (isobutyl-cyclopentadienyl)tris(ethylmethylamino)zirconium